(1R,4R)-5-((1R,3r,5S,6R)-6-(1-isopropyl-3-(5-(trifluoromethyl)pyridin-3-yl)-1H-pyrazol-5-yl)bicyclo[3.1.0]hex-3-yl)-2-oxa-5-azabicyclo[2.2.1]heptane C(C)(C)N1N=C(C=C1C1[C@H]2CC(C[C@@H]12)N1[C@H]2CO[C@@H](C1)C2)C=2C=NC=C(C2)C(F)(F)F